P(O)(O)OC1=C(C(=CC=C1)C(C)C)C=1SC=C(C1)C(C)(C)C (4-tert-butyl-thiophenyl)-(3-isopropyl-phenol) phosphite